3-[4-Amino-5-(trifluoromethyl)pyrrolo[2,1-f][1,2,4]triazin-7-yl]-N-[(3R,4S)-4-fluoro-1-(4-fluorobenzoyl)pyrrolidin-3-yl]benzamid NC1=NC=NN2C1=C(C=C2C=2C=C(C(=O)N[C@@H]1CN(C[C@@H]1F)C(C1=CC=C(C=C1)F)=O)C=CC2)C(F)(F)F